4-Methacryloyloxy-4'-bromobenzophenon C(C(=C)C)(=O)OC1=CC=C(C(=O)C2=CC=C(C=C2)Br)C=C1